O=C1NC(CCC1C1=NN(C2=C(C=CC=C12)N1CCC(CC1)CN1CC2CCC(C1)N2C(=O)OC(C)(C)C)C)=O tert-butyl 3-((1-(3-(2,6-dioxopiperidin-3-yl)-1-methyl-1H-indazol-7-yl)piperidin-4-yl)methyl)-3,8-diazabicyclo[3.2.1]octane-8-carboxylate